anthracenyl-triazole C1(=CC=CC2=CC3=CC=CC=C3C=C12)C=1N=NNC1